[Cr+3].CC(CC(C)=O)=O (2,4-pentanedione) chromium (III)